CC1=CCC(C=C1)(CCC)CCC 2-methyl-5,5-di-n-propyl-1,3-cyclohexadiene